OC(=O)C(F)(F)F.CO[C@@H]1[C@H](NNCC1)C(=O)OCC ethyl (3S,4S)-4-methoxyhexahydropyridazine-3-carboxylate TFA salt